FC1=C(C=C(C=C1C)N1N=C2C(C(NCC2)OC(F)(F)F)=C1N1C(NC=C1)=O)C 1-(2-(4-fluoro-3,5-dimethylphenyl)-4-(trifluoromethoxy)-4,5,6,7-tetrahydro-2H-pyrazolo[4,3-c]pyridin-3-yl)-1,3-dihydro-2H-imidazol-2-one